BrC=1C(=C(OCC[C@H](C(=O)C2=CC=C(C=C2)F)F)C=CC1)F |r| (±)-4-(3-bromo-2-fluorophenoxy)-2-fluoro-1-(4-fluorophenyl)butan-1-one